C1(CC1)C1=C(C=C(C=C1)[C@@H](NC(=O)C1CN(C[C@@H]1F)C(CCC1=NNC(N1)=O)=O)C1=CC=CC=C1)F (2S,4R)-N-[(S)-(4-cyclopropyl-3-fluorophenyl)(phenyl)methyl]-4-fluoro-1-[3-(5-oxo-4,5-dihydro-1H-1,2,4-triazol-3-yl)propanoyl]pyrrolidine-3-carboxamide